4-[[2-fluoro-4-(4-pentylcyclohexyl)phenyl]difluoromethoxy]-1,2-difluorobenzene FC1=C(C=CC(=C1)C1CCC(CC1)CCCCC)C(OC1=CC(=C(C=C1)F)F)(F)F